ClS(=O)(=O)C1=CC(=CC=C1)S(=O)(=O)Cl 1,3-dichloro-sulfonyl-benzene